FC=1C(=C(C=C2C=CC(=CC12)C=1NC=C(N1)C#N)O)N1S(NC(C1)=O)(=O)=O 2-[8-fluoro-6-hydroxy-7-(1,1,4-trioxo-1λ6,2,5-thiadiazolidin-2-yl)naphthalen-2-yl]-1H-imidazole-4-carbonitrile